4-amino-1-((2R,4S,5R)-5-(fluoromethyl)-4-hydroxy-5-(hydroxymethyl)tetrahydro-furan-2-yl)pyrimidin-2(1H)-one NC1=NC(N(C=C1)[C@@H]1O[C@@]([C@H](C1)O)(CO)CF)=O